5-([1,1'-biphenyl]-4-yloxy)pentylacrylic acid C1(=CC=C(C=C1)OCCCCCC(C(=O)O)=C)C1=CC=CC=C1